C(C)O[C@H]1CC[C@H](CC1)NC=1N=CC2=C(N1)NC=C2C=2C=C(C1=C(N(C(=N1)C)C1CCN(CC1)C)C2)F N-(cis-4-ethoxycyclohexyl)-5-(4-fluoro-2-methyl-1-(1-methylpiperidin-4-yl)-1H-benzo[d]imidazol-6-yl)-7H-pyrrolo[2,3-d]pyrimidin-2-amine